C(C1=CC=CC=C1)C(=CC(=O)[O-])CC1=CC=CC=C1 dibenzylacrylate